N-[9,10-bis(biphenyl-2-yl)-2-anthryl]-N,N',N'-triphenyl-1,4-Phenylenediamine C1(=C(C=CC=C1)C=1C2=CC=CC=C2C(=C2C=CC(=CC12)N(C1=CC=C(C=C1)N(C1=CC=CC=C1)C1=CC=CC=C1)C1=CC=CC=C1)C1=C(C=CC=C1)C1=CC=CC=C1)C1=CC=CC=C1